N-(4-(1,2,3,6-tetrahydropyridin-4-yl)phenyl)-5,7-dihydro-6H-pyrrolo[3,4-b]pyrazine-6-carboxamide hydrochloride Cl.N1CCC(=CC1)C1=CC=C(C=C1)NC(=O)N1CC2=NC=CN=C2C1